Br.Br.ClC=1C=C2CC[C@@H](CC2=C(C1)F)N[C@H](C(=O)NC=1N=CN(C1)C(CNCC(C)(C)C)(C)C)CCC (S)-2-(((S)-6-chloro-8-fluoro-1,2,3,4-tetrahydronaphthalen-2-yl)amino)-N-(1-(2-methyl-1-(neopentylamino)propan-2-yl)-1H-imidazol-4-yl)pentanamide dihydrobromide